r-quaterphenyl C1(=CC=CC=C1)C=1C(=CC=CC1)C=1C(=CC=CC1)C1=CC=CC=C1